CC1=NC(=CC(=C1)C=1C=CC2=C(CN(CCC2(C)C)CCC(=O)N2CCC3=CC=CC=C23)C1)C 3-(8-(2,6-dimethylpyridin-4-yl)-5,5-dimethyl-1,3,4,5-tetrahydro-2H-benzo[c]azepin-2-yl)-1-(indolin-1-yl)propan-1-one